2-hexyldecyl 3-ethyl-12-hexyl-6-isopropyl-10-oxo-9,11-dioxa-3,6-diazapentadecane-15-carboxylate C(C)N(CC)CCN(CCOC(OC(CCCC(=O)OCC(CCCCCCCC)CCCCCC)CCCCCC)=O)C(C)C